(S)-3-((4-(N-(carboxymethyl)-4-methoxyphenyl-sulfonamido)naphthalen-1-yl)(4-methylbenzyl)amino)butanoic acid C(=O)(O)CN(S(=O)(=O)C1=CC=C(C=C1)OC)C1=CC=C(C2=CC=CC=C12)N([C@H](CC(=O)O)C)CC1=CC=C(C=C1)C